C(C)(C)OC(=S)S isopropyl-xanthic acid